N,3,5-trimethyl-1H-indazole CN1N=C(C2=CC(=CC=C12)C)C